(R)-4-((2-(1H-pyrazol-4-yl)ethyl)amino)-N-(1-(6-fluoropyridin-2-yl)ethyl)-6,7-dihydro-5H-cyclopenta[d]pyrimidine-2-carboxamide N1N=CC(=C1)CCNC=1C2=C(N=C(N1)C(=O)N[C@H](C)C1=NC(=CC=C1)F)CCC2